OCC1CCN(CC1)C1=CC(=C(C=C1)C1C(NC(CC1)=O)=O)C 3-(4-(4-(hydroxymethyl)piperidin-1-yl)-2-methylphenyl)piperidine-2,6-dione